C(C1=CC=CC=C1)OC=1C(=C(C=C(C1F)C(F)(F)F)C1=NN(C2=NC(=NC=C21)N(C)CC2N(CCCC2)C(=O)OC(C)(C)C)C)F tert-butyl 2-(((3-(3-(benzyloxy)-2,4-difluoro-5-(trifluoromethyl)phenyl)-1-methyl-1H-pyrazolo[3,4-d]pyrimidin-6-yl)(methyl)amino)methyl)piperidine-1-carboxylate